FC([C@H](C1=CN(C2=CC(=CC=C12)C1=NC=CC=C1C(F)(F)F)CC(C)(C)C)NS(=O)(=O)C1CC1)F (S)-N-(2,2-difluoro-1-(1-neopentyl-6-(3-(trifluoromethyl)pyridin-2-yl)-1H-indol-3-yl)ethyl)cyclopropanesulfonamide